N-(7-(hydroxyamino)-7-oxoheptyl)-5-(2-hexanamido-4-methylthiazol-5-yl)-2-methoxybenzamide ONC(CCCCCCNC(C1=C(C=CC(=C1)C1=C(N=C(S1)NC(CCCCC)=O)C)OC)=O)=O